5-methyl-6-(methylsulfonamido)pyrazin CC=1N=CC=NC1NS(=O)(=O)C